BrC=1C(=CC(=C(C1)C=1C=C2C(=NN=C(C2=CC1)NCC1=C(C=C(C=C1)OC)OC)C)N1N=CC=C1)OC 6-(5-Bromo-4-methoxy-2-pyrazol-1-yl-phenyl)-N-[(2,4-dimethoxyphenyl)methyl]-4-methyl-phthalazin-1-amine